BrC1=CC(=NC=C1)CN1CC=C(C(=C1)OC)C1=C(C=CC(=C1)Cl)OC(F)F 1-((4-bromopyridin-2-yl)methyl)-4-(5-chloro-2-(difluoromethoxy)phenyl)-5-methoxypyridin